C(C)N1C(=NN(C1=O)C=1C=C2C(=CN(C(C2=CC1F)=O)[C@@H]1[C@H](CCC1)C)C(C)C)CO 6-(4-ethyl-3-(hydroxymethyl)-5-oxo-4,5-dihydro-1H-1,2,4-triazol-1-yl)-7-fluoro-4-isopropyl-2-((1S,2S)-2-methylcyclopentyl)isoquinolin-1(2H)-one